NC=1N=C(SC1C(C1=CC=C(C=C1)Cl)=O)N(C1=CC=C(C=C1)F)C(C(=O)N)C (N-[4-Amino-5-(4-chlorobenzoyl)thiazol-2-yl]-4-fluoroanilino)propanamid